(3-{[2-(4-chlorophenyl)imidazo[1,2-a]pyridin-3-yl]methyl}-3,8-diazabicyclo[3.2.1]oct-8-yl)(cyclobutyl)methanone ClC1=CC=C(C=C1)C=1N=C2N(C=CC=C2)C1CN1CC2CCC(C1)N2C(=O)C2CCC2